methyl 2-bromo-2-((S)-4-methyl-2',3',5',6'-tetrahydrospiro-[isochromane-1,4'-pyran]-5-yl)acetate BrC(C(=O)OC)C1=C2[C@@H](COC3(CCOCC3)C2=CC=C1)C